5-(3-methylbenzyl)-4,5-dihydroisoxazole-5-carboxamide CC=1C=C(CC2(CC=NO2)C(=O)N)C=CC1